C1C(=NC2=C(N1)N=C(NC2=O)N)CNC3=CC=C(C=C3)[C@H]4[C@@H]([C@@H]([C@H](O4)COP(=O)(O)O)O)O The molecule is a C-glycosyl compound that is N-[(7,8-dihydropterin-6-yl)methyl]-4-(beta-D-ribofuranosyl)aniline carrying a single monophospate substituent at position 5'. It is a tetrahydropterin, a ribose monophosphate and a C-glycosyl compound. It is a conjugate acid of a N-[(7,8-dihydropterin-6-yl)methyl]-4-(beta-D-ribofuranosyl)aniline 5'-phosphate(2-).